N[C@@H]1CSC2=C(C1)C(=C(C(=C2)O)N(C(C(F)(F)F)=O)CC(=O)OC)F methyl {[(3S)-3-amino-5-fluoro-7-hydroxy-3,4-dihydro-2H-1-benzothiopyran-6-yl](trifluoroacetyl)amino}acetate